L-theanine, allyl ester N[C@@H](CCC(=O)NCC)C(=O)OCC=C